COC(C(=O)OCC1=CC=CC=C1)C(=O)OC(C)(C)C O1-benzyl O3-tert-butyl 2-methoxymalonate